ClC1=CC=C(C(=N1)C=1C=NN(C1)C)NC(C)C=1C=2C3=C(N(C(C2C=C(C1)C)=O)C)N(N=C3)C3CN(CCC3)C 9-[1-[[6-chloro-2-(1-methylpyrazol-4-yl)-3-pyridyl]amino]ethyl]-4,7-dimethyl-3-(1-methyl-3-piperidyl)pyrazolo[3,4-c]isoquinolin-5-one